α-methylaminoisobutyrate CNC(C(=O)[O-])(C)C